(1S,2R)-2-(((R)-(4-isopropylphenyl)(1H-pyrazol-5-yl)methyl)carbamoyl)cyclopentane-1-carboxylic acid C(C)(C)C1=CC=C(C=C1)[C@H](C1=CC=NN1)NC(=O)[C@H]1[C@H](CCC1)C(=O)O